Ethyl 6-(3-fluoro-4-methylphenyl)-4-oxo-3-(trifluoromethyl)-4,5-dihydropyrazolo[1,5-a]pyrazine-2-carboxylate FC=1C=C(C=CC1C)C=1NC(C=2N(C1)N=C(C2C(F)(F)F)C(=O)OCC)=O